N(N)C1=NC(=CC(=C1)CN1N=CC(=C1)CNC(OC(C)(C)C)=O)OC tert-butyl ((1-((2-hydrazineyl-6-methoxypyridin-4-yl) methyl)-1H-pyrazol-4-yl)methyl)carbamate